1-(4-(4-amino-7-propyl-7H-pyrrolo[2,3-d]pyrimidin-5-yl)phenyl)-3-(5-tert-butyl-isoxazol-3-yl)urea NC=1C2=C(N=CN1)N(C=C2C2=CC=C(C=C2)NC(=O)NC2=NOC(=C2)C(C)(C)C)CCC